C1N(CC12CNCC2)C2=CC=C(C=N2)C2C(NC(CC2)=O)=O 3-(6-(2,6-diazaspiro[3.4]octan-2-yl)pyridin-3-yl)piperidine-2,6-dione